OC1=C2C(C(C(OC2=CC(=C1)OC)C1=CC(=C(C(=C1)OC)OC)OC)CCCN1CC(CC1)O)=O 5-hydroxy-3-(3-(3-hydroxypyrrolidin-1-yl)propyl)-7-methoxy-2-(3,4,5-trimethoxyphenyl)chroman-4-one